2-(ethylthio)-N-(3-(4-hydroxybenzo[d]oxazol-2-yl)phenyl)acetamide C(C)SCC(=O)NC1=CC(=CC=C1)C=1OC2=C(N1)C(=CC=C2)O